(Z)-{2-[2-fluoro(2-benzenesulfonyl)ethenyl]Phenoxy}pyrimidine tert-butyl-4-[3-(4-amino-3-methoxy-pyrazol-1-yl)propyl]piperazine-1-carboxylate C(C)(C)(C)OC(=O)N1CCN(CC1)CCCN1N=C(C(=C1)N)OC.F/C(=C/C1=C(OC2=NC=CC=N2)C=CC=C1)/S(=O)(=O)C1=CC=CC=C1